OCCN(CCO)CCC(=O)OCC1CCCO1 N,N-bis(2-hydroxyethyl)-2-(tetrahydrofurfuryloxycarbonyl)ethylamine